(2S)-2-[[2-[(2S)-1-[(2-ethylphenyl)methyl]-5-oxopyrrolidin-2-yl]acetyl]amino]-3-phenylpropionic acid C(C)C1=C(C=CC=C1)CN1[C@@H](CCC1=O)CC(=O)N[C@H](C(=O)O)CC1=CC=CC=C1